NC1=CN=NC2=CC(=CC=C12)C=1C=C(C=CC1N1N=CN=N1)B(O)O [3-(4-AMINOCINNOLIN-7-YL)-4-(2H-1,2,3,4-TETRAZOL-2-YL)PHENYL]BORONIC ACID